5-(((R)-1-((1-(4-(5,7-dimethoxy-4-oxo-3,4-dihydroquinazolin-2-yl)phenyl)piperidin-4-yl)methyl)piperidin-3-yl)amino)-2-(2,6-dioxopiperidin-3-yl)isoindoline-1,3-dione COC1=C2C(NC(=NC2=CC(=C1)OC)C1=CC=C(C=C1)N1CCC(CC1)CN1C[C@@H](CCC1)NC=1C=C2C(N(C(C2=CC1)=O)C1C(NC(CC1)=O)=O)=O)=O